6-(3-hydroxyphenyl)-1-(3,4,5-trimethoxyphenyl)-1H-benzo[d][1,2,3]triazole OC=1C=C(C=CC1)C=1C=CC2=C(N(N=N2)C2=CC(=C(C(=C2)OC)OC)OC)C1